C(C)OC(=O)C=1NC2=C(C(=CC=C2C1CCCO)F)Br 7-bromo-6-fluoro-3-(3-hydroxypropyl)-1H-indole-2-carboxylic acid ethyl ester